C(CCCCCCCCC)N(CCCCC(C(=O)[O-])(C(=O)[O-])C)CCCO 2-(4-(decyl(3-hydroxypropyl)amino)butyl)-2-methylmalonate